C1(=CC=CC=C1)S(=O)(=O)N1C(=CC=2C1=NC=CC2C=2N=C(SC2)NC(=O)[C@H](C(C)(C)C)NC(OC(C)(C)C)=O)C tert-Butyl N-[(1S)-1-[[4-[1-(benzenesulfonyl)-2-methyl-pyrrolo[2,3-b]pyridin-4-yl]thiazol-2-yl]carbamoyl]-2,2-dimethyl-propyl]carbamate